2-(2,4-diisopropyl-6-(methoxymethyl)pyridin-3-yl)acetic acid C(C)(C)C1=NC(=CC(=C1CC(=O)O)C(C)C)COC